FC1=C(C(=CC(=C1)F)[N+](=O)[O-])F 1,2,5-trifluoro-3-nitro-benzene